4-(6-(N-(1-cyanocyclopropyl)sulfamoyl)-1-(5-(difluoromethyl)-1,3,4-thiadiazol-2-yl)-1H-indazol-4-yl)-N-cyclohexyl-N-methylpiperazine-1-carboxamide C(#N)C1(CC1)NS(=O)(=O)C1=CC(=C2C=NN(C2=C1)C=1SC(=NN1)C(F)F)N1CCN(CC1)C(=O)N(C)C1CCCCC1